(R)-2-((1S,4S)-4-(6-fluoroquinolin-4-yl)cyclohexyl)propionic acid FC=1C=C2C(=CC=NC2=CC1)C1CCC(CC1)[C@H](C(=O)O)C